(2-chloro-4-morpholinothieno[3,2-d]pyrimidin-6-yl)(4-(dimethylamino)piperidin-1-yl)methanone ClC=1N=C(C2=C(N1)C=C(S2)C(=O)N2CCC(CC2)N(C)C)N2CCOCC2